1-butyl-2-methoxysulfonyl-pyridinium C(CCC)[N+]1=C(C=CC=C1)S(=O)(=O)OC